N1CCC(CC1)N1CC2=CN=CC=C2CC1 2-(piperidin-4-yl)-1,2,3,4-tetrahydro-2,7-naphthyridine